3-(((4-methoxybenzyl)(methyl)amino)methyl)-2-methylbenzofuran-7-ol COC1=CC=C(CN(C)CC2=C(OC3=C2C=CC=C3O)C)C=C1